C(C)OC1=CN=CC(=N1)C1=CC(=C(C(=O)N2[C@H](CCC2)C2=NC=CC(=C2)NS(=O)(=O)C2CC2)C=C1)F N-[2-[(2R)-1-[4-(6-ethoxypyrazin-2-yl)-2-fluorobenzoyl]pyrrolidin-2-yl]pyridin-4-yl]cyclopropanesulfonamide